1-(4-(4-fluorophenoxy)pyrimidin-2-yl)-N-(4-methyl-1-azabicyclo[3.2.2]non-4-yl)piperidine-4-carboxamide FC1=CC=C(OC2=NC(=NC=C2)N2CCC(CC2)C(=O)NC2(CCN3CCC2CC3)C)C=C1